2-(1-(2-hydroxy-3,5-di-tert-amylphenyl) ethyl)-4,6-di-tert-amylphenyl acrylate C(C=C)(=O)OC1=C(C=C(C=C1C(C)(C)CC)C(C)(C)CC)C(C)C1=C(C(=CC(=C1)C(C)(C)CC)C(C)(C)CC)O